1-[6-[4-(5-Chloro-2-fluoro-4-methoxy-anilino)pyrido[3,2-d]pyrimidin-6-yl]-1,6-diazaspiro[3.3]heptan-1-yl]prop-2-en-1-one ClC=1C(=CC(=C(NC=2C3=C(N=CN2)C=CC(=N3)N3CC2(CCN2C(C=C)=O)C3)C1)F)OC